OC1=CC=C2NC=C(CCN)C2=C1 5-HYDROXYTRYPTAMIN